CC=1C=CC=2N(C3=CC=C(C=C3C2C1)C)CCCCP(O)(O)=O (4-(3,6-dimethyl-9H-carbazol-9-yl)butyl)phosphonic acid